C(CCCCCCCCC)OCOCCCC(CC(CC(CC(CC(CC(C)Br)C)C)C)C)C 14-bromo-4,6,8,10,12-pentamethylpentadecyl decyloxymethyl ether